cis-tert-butyl (3-bromo-4-(1-((tert-butoxycarbonyl)amino)-5-azaspiro[2.4]heptan-5-yl)-5-chloro-6-fluoro-9H-pyrido[2,3-b]indol-8-yl)(methyl)carbamate BrC1=C(C2=C(NC3=C(C=C(C(=C23)Cl)F)N(C(OC(C)(C)C)=O)C)N=C1)N1CC2(CC2NC(=O)OC(C)(C)C)CC1